BrC1=CC(=C(CSC=2OC3=C(N2)C=CC(=C3)Cl)C=C1)F 2-((4-bromo-2-fluorobenzyl)thio)-6-chlorobenzo[d]oxazole